O[C@@H](CCCCCCC(C(=O)O)(C)C)[C@@H](CCCCCCC(C(=O)O)(C)C)OC (9S,10R)-9-hydroxy-10-methoxy-2,2,17,17-tetramethyloctadecanedioic acid